OC1=CC=C(C=C1)S(=O)(=O)C1=CC=C(C=C1)O bis(4-hydroxyphenyl)sulphone